1-[1-(benzyloxy)ethyl]-2-bromo-5-chloro-3-fluorobenzene C(C1=CC=CC=C1)OC(C)C1=C(C(=CC(=C1)Cl)F)Br